(2R,3S,4R,5R)-5-(2,4-dioxo-3,4-dihydropyrimidin-1(2H)-yl)-4-hydroxy-2-(hydroxymethyl)tetrahydrofuran-3-yl formate C(=O)O[C@@H]1[C@H](O[C@H]([C@@H]1O)N1C(NC(C=C1)=O)=O)CO